O[C@@H]1[C@H](CNC1)NC(C)=O N-((3s,4s)-4-hydroxypyrrolidin-3-yl)acetamide